tetradecyl-vinyl-imidazole tetrafluoroborate F[B-](F)(F)F.C(CCCCCCCCCCCCC)C=1N=C(NC1)C=C